COC1=CC=C(C=C1)C1=NC2=CC=CC=C2C=C1 (4-methoxyphenyl)-quinolin